4-(4-methylpiperazin-1-yl)benzonitrile CN1CCN(CC1)C1=CC=C(C#N)C=C1